N-(4-(3-(2,6-difluorophenyl)-1-methyl-1H-pyrazol-4-yl)-7-methoxyquinazolin-6-yl)-3-azabicyclo[3.1.0]hexane-1-carboxamide FC1=C(C(=CC=C1)F)C1=NN(C=C1C1=NC=NC2=CC(=C(C=C12)NC(=O)C12CNCC2C1)OC)C